FC(S(=O)(=O)[NH-])(F)F (trifluoromethyl-sulfonyl)amide